CN1CCN(CC12CCN(C(CC2)=O)CC(=O)O)C(C(C)(OC2=CC=CC=C2)C)=O 2-(1-methyl-4-(2-methyl-2-phenoxypropanoyl)-10-oxo-1,4,9-triazaspiro[5.6]-dodecan-9-yl)acetic acid